2-butyloctyl 3-ethyl-12-hexyl-6-(2-hydroxyethyl)-10-oxo-9,11-dioxa-3,6-diazahexadecane-16-carboxylate C(C)N(CC)CCN(CCOC(OC(CCCCC(=O)OCC(CCCCCC)CCCC)CCCCCC)=O)CCO